((S)-4-{4-[4-(1,3-Dioxolan-2-yl)piperidin-1-yl]phenyl}-3-methylpiperazin-1-yl)-3-fluoro-2-(trifluoromethyl)benzonitrile O1C(OCC1)C1CCN(CC1)C1=CC=C(C=C1)N1[C@H](CN(CC1)C1=C(C(=C(C#N)C=C1)C(F)(F)F)F)C